The molecule is a lignan with a dibenzocyclooctadiene skeleton isolated from Kadsura ananosma. It has a role as a plant metabolite and a neuroprotective agent. It is an acetate ester, an aromatic ether, a lignan, an organic heterotetracyclic compound and an oxacycle. C[C@@H]1[C@@H]([C@H](C2=CC(=C(C(=C2C3=C(C4=C(C=C3[C@@H]1OC(=O)C)OCO4)OC)OC)OC)OC)OC(=O)C)C